1,5-dimethyl-4-(6-((1-methyl-1H-pyrazol-3-yl)methoxy)-3-oxoisoindolin-5-yl)-1H-pyrrole-2-carbonitrile CN1C(=CC(=C1C)C=1C=C2C(NCC2=CC1OCC1=NN(C=C1)C)=O)C#N